COC=1C=C2C(CCOC2=CC1)N1C(C2=CC=CC(=C2CC1)C=1C(=NN(C1)C)C(F)(F)F)=O 2-(6-methoxychroman-4-yl)-5-(1-methyl-3-(trifluoromethyl)-1H-pyrazol-4-yl)-3,4-dihydroisoquinolin-1(2H)-one